BrC=1C=CC2=C(SC3=C2SC2=C3C=CC=C2)C1 2-bromobenzo[b]benzo[4,5]thieno[2,3-d]thiophene